ClC=1C(=C(C=CC1)C(C(=O)N1CC2=C(N=C(NC2=O)C2(CC2)C2=CC=CC=C2)CC1)O)C 6-(2-(3-chloro-2-methylphenyl)-2-hydroxyacetyl)-2-(1-phenylcyclopropyl)-5,6,7,8-tetrahydropyrido[4,3-d]pyrimidin-4(3H)-one